4-[1-[[(4,5-dichloro-1-methyl-1H-indol-2-yl)carbonyl]amino]ethyl]-benzoic acid ClC1=C2C=C(N(C2=CC=C1Cl)C)C(=O)NC(C)C1=CC=C(C(=O)O)C=C1